1,3-diethyl 2-[2-(4-chloro-2-fluorophenyl)-2-oxoethyl]-2-hydroxymalonate ClC1=CC(=C(C=C1)C(CC(C(=O)OCC)(C(=O)OCC)O)=O)F